(R)-{3,5-bis(trifluoromethyl)phenyl}[1,1-dioxido-4-{1-(pyrimidin-2-yl)-1H-1,2,4-triazol-5-yl}thiazolidin-3-yl]methane FC(C=1C=C(C=C(C1)C(F)(F)F)CN1CS(C[C@H]1C1=NC=NN1C1=NC=CC=N1)(=O)=O)(F)F